CC1(C)[C@H]2CC[C@]1(C)C(=O)C2 (-)-CAMPHOR